COC1=C(C=CC=C1CC=C)O 2-methoxy-3-(2-propenyl)-phenol